2-[6-amino-5-[8-[2-[3-(4-piperidinyloxy)cyclobutoxy]-4-pyridinyl]-3,8-diazabicyclo[3.2.1]octan-3-yl]pyridazin-3-yl]phenol trihydrochloride Cl.Cl.Cl.NC1=C(C=C(N=N1)C1=C(C=CC=C1)O)N1CC2CCC(C1)N2C2=CC(=NC=C2)OC2CC(C2)OC2CCNCC2